(8-Cyanoquinolin-5-yl)-5-(trifluoromethyl)-3-azabicyclo[3.1.0]hexane-1-carbonyl chloride C(#N)C=1C=CC(=C2C=CC=NC12)C1C2(CC2(CN1)C(F)(F)F)C(=O)Cl